((1S,6R,7R)-3-(3-(3-chloro-2-(oxazol-2-yl)pyridin-4-yl)-1H-pyrazolo[3,4-b]pyrazin-6-yl)-7-(2-fluorophenyl)-3-azabicyclo[4.1.0]heptan-7-yl)methanamine ClC=1C(=NC=CC1C1=NNC2=NC(=CN=C21)N2C[C@@H]1[C@]([C@@H]1CC2)(C2=C(C=CC=C2)F)CN)C=2OC=CN2